(R)-4-(2-methyl-6-((tetrahydrofuran-3-yl)carbamoyl)pyridin-3-yl)piperazine-1-carboxylic acid tert-butyl ester C(C)(C)(C)OC(=O)N1CCN(CC1)C=1C(=NC(=CC1)C(N[C@H]1COCC1)=O)C